ClC1=NC(=CC(=C1)C1CC1)S(=O)(=O)C 2-chloro-4-cyclopropyl-6-(methylsulfonyl)pyridine